(NE,R)-N-[[(2R,3S,5R)-5-azido-3-benzyloxy-6-(p-tolylsulfanyl)tetrahydropyran-2-yl]methylene]-2-methyl-propane-2-sulfinamide N(=[N+]=[N-])[C@@H]1C[C@@H]([C@H](OC1SC1=CC=C(C=C1)C)\C=N\[S@](=O)C(C)(C)C)OCC1=CC=CC=C1